6-chloro-4-(cyclopropylethynyl)-4-(1,1-difluoroethyl)-7-(hydroxymethyl)-1,4-dihydro-2H-benzo[d][1,3]oxazin-2-one ClC1=CC2=C(NC(OC2(C(C)(F)F)C#CC2CC2)=O)C=C1CO